1-(tert-Butyl)-3-hydroxy-4-(3-oxo-2-phenylindolin-2-yl)pyrrolidine-2,5-dione C(C)(C)(C)N1C(C(C(C1=O)C1(NC2=CC=CC=C2C1=O)C1=CC=CC=C1)O)=O